(E)-2,2,2-trifluoro-1-(5-fluoro-3-methylbenzofuran-2-yl)ethan-1-one oxime FC(/C(=N/O)/C=1OC2=C(C1C)C=C(C=C2)F)(F)F